C(C)(C)(C)OC(=O)N1C[C@@H](CCC1)C(=O)NC1=NN(C2=CC=C(C=C12)C1=C(C=CC(=C1)C#N)Cl)C(=O)OCCCCC Pentyl 3-({[(3R)-1-(tert-butoxycarbonyl)piperidin-3-yl]carbonyl}amino)-5-(2-chloro-5-cyanophenyl)-1H-indazole-1-carboxylate